(3R)-4-[5-fluoro-2-(1-fluoro-3-methyl-6-{1-[(1S)-1-(piperidin-4-yl)ethyl]azetidin-3-yl}imidazo[1,5-a]pyridin-8-yl)benzoyl]-3-methylmorpholine FC=1C=CC(=C(C(=O)N2[C@@H](COCC2)C)C1)C=1C=2N(C=C(C1)C1CN(C1)[C@@H](C)C1CCNCC1)C(=NC2F)C